OC(C#CC=1C2=C(C(N(C1)C)=O)NC(=C2C(=O)OCC(C)(C)C)C)(C)C 2,2-dimethylpropyl 4-(3-hydroxy-3-methyl-but-1-ynyl)-2,6-dimethyl-7-oxo-1H-pyrrolo[2,3-c]pyridine-3-carboxylate